C(/C1=CC=CC=C1)=N\N1C(N(C[C@H]1C)[C@@]1(CN2C([C@H]([C@H]2S1)NC(CC1=CC=CC=C1)=O)=O)C(=O)OC(C1=CC=CC=C1)C1=CC=CC=C1)=O Benzhydryl (3R,5R,6R)-3-((R)-3-(((E)-benzylidene)amino)-4-methyl-2-oxoimidazolidin-1-yl)-7-oxo-6-(2-phenylacetamido)-4-thia-1-azabicyclo[3.2.0]heptane-3-carboxylate